N-tetraphenylbiphenyldiamine C1(=CC=CC2=CC=C3C=C4C=CC=CC4=CC3=C12)NC1=C(C=CC=C1N)C1=CC=CC=C1